ClC1=C(N(C(C2=C(C=CC=C12)SC1=CC=C(C=C1)Cl)=O)C1=CC=CC=C1)[C@H](C)NC=1C2=C(N=CN1)NC=CC2=O (S)-4-((1-(4-chloro-8-((4-chlorophenyl)thio)-1-oxo-2-phenyl-1,2-dihydroisoquinolin-3-yl)ethyl)amino)pyrido[2,3-d]pyrimidin-5(8H)-one